NC=1C=2N(C=CN1)C(=NC2C2=CC=C(C(=O)NC1=NC=CC=C1)C=C2)[C@H]2N(CCC2)CC#CC 4-[8-amino-3-[(2S)-1-but-2-ynyl-pyrrolidin-2-yl]Imidazo[1,5-a]Pyrazin-1-yl]-N-pyridin-2-yl-benzamide